C(N)(=N)N1CCC(=CC1)C1=CC=C(C=C1)NC(=O)C=1SC=C(C1)N1CCN(CC1)C(N)=N N-[4-(1-carbamimidoyl-1,2,3,6-tetrahydropyridin-4-yl)phenyl]-4-(4-carbamimidoylpiperazin-1-yl)thiophene-2-carboxamide